ethyl-5,5-dimethyl-2-[m-(2-thienyl) benzoylamino]-3-hexenoate C(C)OC(C(C=CC(C)(C)C)NC(C1=CC(=CC=C1)C=1SC=CC1)=O)=O